N2,N4-bis(3,3-difluorocyclobutyl)-6-(2-(trifluoromethyl)thiazol-4-yl)-1,3,5-triazine-2,4-diamine FC1(CC(C1)NC1=NC(=NC(=N1)NC1CC(C1)(F)F)C=1N=C(SC1)C(F)(F)F)F